2-[3-(3,3-dimethylcyclopentyloxy)-5-fluoro-phenyl]-4,4,5,5-tetramethyl-1,3,2-dioxaborolane CC1(CC(CC1)OC=1C=C(C=C(C1)F)B1OC(C(O1)(C)C)(C)C)C